ClC=1C=C(C=C(C1OC1=CN(C(C=C1)=O)C1=CC=CC=C1)Cl)N1N=C(C(NC1=O)=O)C 2-(3,5-dichloro-4-((6-oxo-1-phenyl-1,6-dihydropyridin-3-yl)oxy)phenyl)-6-methyl-1,2,4-Triazine-3,5(2H,4H)-dione